(R)-1-(5-amino-2-chloro-3-(1-((7-methoxy-2-methyl-6-(2-(oxetane-3-oxy)ethoxy)quinazolin-4-yl)amino)ethyl)phenyl)-1,1-difluoro-2-methylpropan-2-ol NC=1C=C(C(=C(C1)C(C(C)(O)C)(F)F)Cl)[C@@H](C)NC1=NC(=NC2=CC(=C(C=C12)OCCOC1COC1)OC)C